FC=1C=CC(=C(C1)[C@@H](N[S@@](=O)C(C)(C)C)C=1N(C2=CC=CC=C2C1)S(=O)(=O)C1=CC=CC=C1)OCOC (S)-N-((R)-(5-fluoro-2-(methoxymethoxy)phenyl)(1-(phenylsulfonyl)-1H-indol-2-yl)methyl)-2-methylpropane-2-sulfinamide